5,6-dicyano-3-hydroxy-2-pyrazinecarboxylic acid C(#N)C=1N=C(C(=NC1C#N)C(=O)O)O